OCC(C(CCO)(C)O)C(C)O 4-Hydroxymethyl-3-hydroxy-3-methyl-1,5-hexandiol